5-(2-chlorobenzoyl)amino-3-(1-(3-pentyl)-1,2,3,6-tetrahydropyridin-4-yl)-1H-indole ClC1=C(C(=O)NC=2C=C3C(=CNC3=CC2)C=2CCN(CC2)C(CC)CC)C=CC=C1